(2-(4-Acetylpiperazin-1-yl)ethyl)-5-(pyridin-3-yl)-2-(4-(trifluoromethyl)phenyl)Azole-4-carboxamide C(C)(=O)N1CCN(CC1)CCC1=C(NC(=C1C(=O)N)C=1C=NC=CC1)C1=CC=C(C=C1)C(F)(F)F